4-(6-ethoxypyrazin-2-yl)-N-((4-((2,2,2-trifluoroethyl)sulfonamido)pyridin-2-yl)methyl)benzamide C(C)OC1=CN=CC(=N1)C1=CC=C(C(=O)NCC2=NC=CC(=C2)NS(=O)(=O)CC(F)(F)F)C=C1